(Z)-1-(3,4-difluorobenzyl)-3-((3,5-dimethyl-1H-pyrrol-2-yl)methylene)-5-nitro-2-indolone FC=1C=C(CN2C(\C(\C3=CC(=CC=C23)[N+](=O)[O-])=C/C=2NC(=CC2C)C)=O)C=CC1F